C(#N)C1=CC=C2C=3C(C4=C(C(C3NC2=C1)(C)C)C=C(C(=C4)CC)N4CCN(CC4)C(CCCNC(=O)[C@H](COC)NC(OC(C)(C)C)=O)=O)=O tert-butyl N-[(1S)-1-{[4-(4-{3-cyano-9-ethyl-6,6-dimethyl-11-oxo-5H,6H,11H-benzo[b]carbazol-8-yl}piperazin-1-yl)-4-oxobutyl]carbamoyl}-2-methoxyethyl]carbamate